3-Amino-N-(3-((2-chloro-5-(trifluoromethyl)pyrimidin-4-yl)amino)propyl)-4-methoxy-N-methylbenzamide NC=1C=C(C(=O)N(C)CCCNC2=NC(=NC=C2C(F)(F)F)Cl)C=CC1OC